C1(CC1)N1N=CC(=C1)C1=NNC2=CN=C(C=C21)C2=C(C=C(C=C2C)C(C)NC)F 1-(4-(3-(1-cyclopropyl-1H-pyrazol-4-yl)-1H-pyrazolo[3,4-c]pyridin-5-yl)-3-fluoro-5-methylphenyl)-N-methylethylamine